FC1(CCC(CC1)[C@@H]1[C@@H](C=2C=CC(=CC2CC1)O)C1=CC=C(C=C1)N1CCC(CC1)C(OC)OC)F (5R,6R)-6-(4,4-Difluorocyclohexyl)-5-(4-(4-(dimethoxymethyl)piperidin-1-yl)phenyl)-5,6,7,8-tetrahydronaphthalen-2-ol